(3R,3aR,6R,6aR)-6-((5-([1,1'-biphenyl]-4-yl)-1H-naphtho[1,2-d]imidazol-2-yl)oxy)hexahydrofuro[3,2-b]furan-3-ol C1(=CC=C(C=C1)C1=CC2=C(NC(=N2)O[C@@H]2CO[C@H]3[C@@H]2OC[C@H]3O)C3=CC=CC=C13)C1=CC=CC=C1